N-(6-(2,2-difluorobenzo[d][1,3]dioxol-5-yl)-1-(4-methoxyphenyl)-1H-pyrazolo[3,4-d]pyrimidin-4-yl)-5-nitrothiophene-2-carboxamide FC1(OC2=C(O1)C=CC(=C2)C2=NC(=C1C(=N2)N(N=C1)C1=CC=C(C=C1)OC)NC(=O)C=1SC(=CC1)[N+](=O)[O-])F